FC=1C=C(OCCCCCCCCNC2=CC=NC3=CC=CC=C23)C=CC1 N-[8-(3-Fluorophenoxy)octyl]quinolin-4-amine